1-(5-(difluoromethyl)-2-methoxyphenyl)-3-methyl-6-(pyrazolo[1,5-a]pyrimidin-3-yl)-1H-pyrazolo[4,3-c]pyridine FC(C=1C=CC(=C(C1)N1N=C(C=2C=NC(=CC21)C=2C=NN1C2N=CC=C1)C)OC)F